ClC1=C(C=CC=C1)C1=NN2C(N=C(C=C2N2CCC(CC2)(C(=O)N)OCC)N(C)CC(C)(C)O)=C1C1=CC=C(C=C1)Cl 1-[2-(2-chlorophenyl)-3-(4-chlorophenyl)-5-[(2-hydroxy-2-methyl-propyl)-methyl-amino]pyrazolo[1,5-a]pyrimidin-7-yl]-4-ethoxy-piperidine-4-carboxamide